C(CC)OCC(C)O propylene glycol normal propyl ether